2-(3-bromo-4-(methylamino)phenyl)-6-((2-fluoro-4-(trifluoromethyl)phenyl)carbamoyl)cyclohexane-1-carboxylic acid BrC=1C=C(C=CC1NC)C1C(C(CCC1)C(NC1=C(C=C(C=C1)C(F)(F)F)F)=O)C(=O)O